1-[4-(2,6-dioxo-3-piperidyl)-2-fluorosulfonyloxy-phenyl]piperazine O=C1NC(CCC1C1=CC(=C(C=C1)N1CCNCC1)OS(=O)(=O)F)=O